BrC1=C(C(=CC(=C1)Cl)C(NC1CC1)=O)NC(=O)C1CCOCC1 N-[2-bromo-4-chloro-6-(cyclopropylcarbamoyl)phenyl]tetrahydropyran-4-carboxamide